N-(1-ethoxyvinyl)-3-bromobenzamide C(C)OC(=C)NC(C1=CC(=CC=C1)Br)=O